2-(2,6-difluorophenyl)-1,3-thiazole FC1=C(C(=CC=C1)F)C=1SC=CN1